2-(2-azaspiro[3.3]hept-2-yl)ethylamine C1N(CC12CCC2)CCN